phenylnaphthoic acid C1=CC=C(C=C1)C2=C(C3=CC=CC=C3C=C2)C(=O)O